FC1=C(C=C(C(=C1)C)C1=NC=CC=C1)NC(=O)N1C2CC(CC1C2)C N-(2-fluoro-4-methyl-5-pyridin-2-ylphenyl)-3-methyl-6-azabicyclo[3.1.1]heptane-6-carboxamide